1-(3-Chloro-2-fluorophenyl)propan-1-one ClC=1C(=C(C=CC1)C(CC)=O)F